6-bromo-5-(4-chlorophenyl)-7-(prop-2-yn-1-yl)-7H-pyrrolo[2,3-d]Pyrimidin-4-amine BrC1=C(C2=C(N=CN=C2N)N1CC#C)C1=CC=C(C=C1)Cl